spiro[2.3]hexane-2-carboxylic acid C1C(C12CCC2)C(=O)O